C1(=CC=CC=C1)CC(=O)NCC(=O)O N-(2-phenyl)acetyl-glycine